5-ethoxy-1-(1-methylethyl)-4-methylcyclohexa-1,3-diene C(C)OC1C(=CC=C(C1)C(C)C)C